5-Chloro-N-[(1-methylazetidin-2-yl)methyl]oxazolo[4,5-b]pyridin-2-amine ClC1=CC=C2C(=N1)N=C(O2)NCC2N(CC2)C